glycidoxypropyl-methyl-dibutoxysilane C(C1CO1)OCCC[Si](OCCCC)(OCCCC)C